FC1=CC=C(C=C1)N1CC=2N(N=CC2C1=O)C1=C(C=C(C=C1)F)OCC(F)(F)F 5-(4-fluorophenyl)-1-[4-fluoro-2-(2,2,2-trifluoroethoxy)phenyl]-5,6-dihydropyrrolo[3,4-c]pyrazol-4(1H)-one